(S)-1-(((1r,3R,5R,7S)-3-hydroxyadamantan-1-yl)glycyl)pyrrolidine OC12CC3(C[C@H](C[C@@H](C1)C3)C2)NCC(=O)N2CCCC2